(S)-1-(3-(4-amino-3-iodo-1H-pyrazolo[3,4-d]pyrimidin-1-yl)pyrrolidin-1-yl)-2-propen-1-one NC1=C2C(=NC=N1)N(N=C2I)[C@@H]2CN(CC2)C(C=C)=O